4-(2-chlorophenyl)-7-methoxy-2-(2-(2-propenoyl)-2,6-diazaspiro[3.4]octan-6-yl)-3-quinolinecarbonitrile ClC1=C(C=CC=C1)C1=C(C(=NC2=CC(=CC=C12)OC)N1CC2(CN(C2)C(C=C)=O)CC1)C#N